NCC1=CC=C(C=C1)CN(C1=C(C(=NN1C(=O)C1=C(OC=C1)C)C1C(CC(NC1)=O)C(F)(F)F)F)C 5-[5-({[4-(Aminomethyl)phenyl]methyl}(methyl)amino)-4-fluoro-1-(2-methylfuran-3-carbonyl)-1H-pyrazol-3-yl]-4-(trifluoromethyl)piperidin-2-on